tert-butyl 3-cyano-3-cyclopropylpyrrolidine-1-carboxylate C(#N)C1(CN(CC1)C(=O)OC(C)(C)C)C1CC1